C(=O)(O)C(CCC(NCCOCCOCCOCCOCCOCCOCCOCCOCCOCCOCCOCCOCCC(OC1=C(C(=C(C(=C1F)F)F)F)F)=O)=O)N(C(CCCCCCCCCC(=O)O)=O)CCCCCCCCCCC 44-carboxy-1,41,46-trioxo-1-(perfluorophenoxy)-45-undecyl-4,7,10,13,16,19,22,25,28,31,34,37-dodecaoxa-40,45-diazahexapentacontan-56-oic acid